ethyl 1-amino-2-methyl-1H-imidazole-5-carboxylate NN1C(=NC=C1C(=O)OCC)C